FC(CN1C[C@@H](CC1)O)F (3R)-1-(2,2-difluoroethyl)pyrrolidin-3-ol